N[C@H]1C2N(CC1CC2)C(=O)C2=CC1=C(N(C(=N1)C=1N(C3=CC(=CC=C3C1)C1=CC=C3C(=CC=NC3=C1)O)CC1CC1)C)C(=C2)OC 7-(2-{5-[(7R)-7-amino-2-azabicyclo[2.2.1]heptane-2-carbonyl]-7-methoxy-1-methyl-1H-1,3-benzodiazol-2-yl}-1-(cyclopropylmethyl)-1H-indol-6-yl)quinolin-4-ol